NCCCN1C=NC2=C1C(=CC(=C2)C2=C(C=C(C=C2)C)Cl)C(=O)OC methyl 1-(3-aminopropyl)-5-(2-chloro-4-methylphenyl)-1H-benzo[d]imidazole-7-carboxylate